C(N)(=O)C=1C=C(C=CC1)C(C)(C)NC(=O)C1=CN(C2=CC=CC=C12)CC1=CC=C(C=C1)F N-[2-(3-Carbamoylphenyl)propan-2-yl]-1-[(4-fluorophenyl)methyl]-1H-indole-3-carboxamide